C(C)(C)(C)OC(CC1=CC=C(C=C1)NC1=C(N=NC(=C1)C1=C(C=CC=C1F)F)C(N)=O)=O.COC=1N=CC=C2C1N(C=C2C=2C(=CC(=C(N)C2)C)OC=2C=NC=CC2)C 5-(7-methoxy-1-methyl-1H-pyrrolo[2,3-c]pyridin-3-yl)-2-methyl-4-(pyridin-3-yloxy)aniline tert-Butyl-2-(4-((3-carbamoyl-6-(2,6-difluorophenyl)pyridazin-4-yl)amino)phenyl)acetate